mono1-menthyl succinate C(CCC(=O)[O-])(=O)OC1(CCC(CC1)C(C)C)C